ClC1=C(C(=O)NCC(C2=C(N=CS2)C(F)F)N2CCC(CC2)OC2=NC=CN=C2OC2CCC2)C(=CC=C1)F 2-Chloro-N-(2-{4-[(3-cyclobutoxypyrazin-2-yl)oxy]piperidin-1-yl}-2-[4-(difluoromethyl)-1,3-thiazol-5-yl]ethyl)-6-fluorobenzamide